2-(3,8-diazabicyclo[3.2.1]octan-8-yl)-N-cyclopentyl-6,7-dihydrothiazolo[5,4-c]pyridine-5(4H)-carboxamide C12CNCC(CC1)N2C=2SC=1CN(CCC1N2)C(=O)NC2CCCC2